6-methoxy-3-phenyl-1-tosyl-1,2-dihydroquinoline COC=1C=C2C=C(CN(C2=CC1)S(=O)(=O)C1=CC=C(C)C=C1)C1=CC=CC=C1